FC=1C(=C(C=CC1)NC(=O)NC1=CC(=CC(=C1)OC)NCCO)CO 1-(3-fluoro-2-hydroxymethylphenyl)-3-[3-(2-hydroxyethylamino)-5-methoxyphenyl]urea